1-tert-butoxycarbonyl-3-Aminocyclobutylamine C(C)(C)(C)OC(=O)C1(CC(C1)N)N